CC1=C(C(=CC=C1)C)N1C(C2=CC=CC=C2C1)=O 2-(2,6-dimethylphenyl)isoindol-1-one